NCCCNC1=CC(=C(C=C1)[N+](=O)[O-])C(F)(F)F N-(aminopropyl)-3-(trifluoromethyl)-4-nitrobenzenamine